C(C)(C)(C)C1=NN2C(N(C(C3=C2N=CC(=C3)C(F)(F)F)=O)CC(=O)NC3=NC=C(C=C3)F)=C1 2-(2-(Tert-butyl)-5-oxo-7-(trifluoromethyl)pyrazolo[1,5-a]pyrido[3,2-e]pyrimidin-4(5H)-yl)-N-(5-fluoropyridin-2-yl)acetamide